C(#N)C1=CC(=C(OC=2C3=C(N=C(N2)NC2=CC=C(C=C2)C#N)CCN(C3)C([C@H](C)NC(OC(C)(C)C)=O)=O)C(=C1)C)C (S)-Tert-butyl (1-(4-(4-cyano-2,6-dimethylphenoxy)-2-((4-cyanophenyl)amino)-7,8-dihydropyrido[4,3-d]pyrimidine-6(5H)-yl)-1-oxopropane-2-yl)carbamate